1-(2-((2-ethoxy-4-(4-ethyl-4H-1,2,4-triazol-3-yl)phenyl)amino)-6-methylpyrido[3,4-d]pyrimidin-8-yl)-4-methylpiperidine-4-carbonitrile C(C)OC1=C(C=CC(=C1)C1=NN=CN1CC)NC=1N=CC2=C(N1)C(=NC(=C2)C)N2CCC(CC2)(C#N)C